(((S)-2,8-difluoro-1,2,3,5,6,7-hexahydro-s-indacen-4-yl)carbamoyl)-2,2-dimethyl-2,3-dihydropyrazolo[5,1-b]oxazole F[C@@H]1CC2=C(C=3CCCC3C(=C2C1)NC(=O)C1N2C(OC1(C)C)=CC=N2)F